3,6-di-tert-butylphenol C(C)(C)(C)C=1C=C(C(=CC1)C(C)(C)C)O